BrC1=C(CN(C(CCNS(=O)(=O)C2=CC=C(C=C2)OC(F)(F)F)=O)C)C=CC=C1 N-(2-bromobenzyl)-N-methyl-3-((4-(trifluoromethoxy)phenyl)sulfonamido)propanamide